(S,E)-tert-butyl (2-((2-oxo-2-(4-(5-(trifluoromethyl)pyrimidin-2-yl) piperazin-1-yl)ethoxy)imino)cyclopentyl)carbamate O=C(CO\N=C/1\[C@H](CCC1)NC(OC(C)(C)C)=O)N1CCN(CC1)C1=NC=C(C=N1)C(F)(F)F